5-(4-chloro-2-fluoro-phenyl)-2,3-dimethyl-7-(2-(4-pyridazinyl)-4-morpholinyl)pyrido-[4,3-d]pyrimidin-4(3H)-one ClC1=CC(=C(C=C1)C1=NC(=CC=2N=C(N(C(C21)=O)C)C)N2CC(OCC2)C2=CN=NC=C2)F